(4-(1H-imidazol-4-yl)phenyl)-N-(3-chlorobenzyl)-2-(7-methoxy-2,3-dioxoindol-1-yl)acetamide hydrochloride Cl.N1C=NC(=C1)C1=CC=C(C=C1)C(C(=O)NCC1=CC(=CC=C1)Cl)N1C(C(C2=CC=CC(=C12)OC)=O)=O